C1(CCCCC1)N(P(C1=CC=C(C=C1)[Si](CCCC)(CCCC)CCCC)C1=C(C=CC=C1)C)P(C1=CC=C(C=C1)[Si](CCCC)(CCCC)CCCC)C1=C(C=CC=C1)C N-cyclohexyl-1-(o-tolyl)-N-(o-tolyl(4-(tributylsilyl)phenyl)phosphaneyl)-1-(4-(tributylsilyl)phenyl)phosphanamine